N[C@@H]1[C@@H](NCC1)CC1=C(C(=CC=C1)Br)F (2s,3s)-3-amino-2-(3-bromo-2-fluorobenzyl)pyrrolidine